diisobutylgallium C(C(C)C)[Ga]CC(C)C